ON1C(N(CNC1)CC)(O)O hexahydro-trihydroxy-ethyl-s-triazine